(S)-2-(4-(2-(4-((trifluoromethyl)sulfinyl)phenyl)furo[3,2-b]pyridin-7-yl)pyridin-2-yl)propan-2-ol FC([S@@](=O)C1=CC=C(C=C1)C1=CC2=NC=CC(=C2O1)C1=CC(=NC=C1)C(C)(C)O)(F)F